2-Guanidinoethanol Hydrochloride Cl.N(C(=N)N)CCO